(S)-2-((2-((4-carbamoyl-2-fluorobenzyl)oxy)-3-chloro-5,8-dihydro-1,7-naphthyridin-7(6H)-yl)methyl)-1-(oxetan-2-ylmethyl)-1H-benzo[d]imidazole-6-carboxylic acid C(N)(=O)C1=CC(=C(COC2=NC=3CN(CCC3C=C2Cl)CC2=NC3=C(N2C[C@H]2OCC2)C=C(C=C3)C(=O)O)C=C1)F